N-(2-picolyl)p-bromobenzenesulfonamide N1=C(C=CC=C1)CNS(=O)(=O)C1=CC=C(C=C1)Br